[Sn].[V] vanadium-tin